C(C)(C)(C)OC(=O)N1CC2C(C1)C(CO2)N(C)C.ClC=2C=C(C=CC2)C#CC2CCNCC2 4-[2-(3-Chlorophenyl)ethynyl]piperidine cis-tert-butyl-3-(dimethylamino)-2,3,3a,4,6,6a-hexahydrofuro[2,3-c]pyrrole-5-carboxylate